5-chloro-1H-pyrrolo[2,3-b]Pyridine-4-thiol ClC1=C(C2=C(N=C1)NC=C2)S